1-(2-(aminomethyl)-3-fluoroallyl)-5-(tert-butyl)-5,6-dihydropyrrolo[3,4-c]pyrazol-4(1H)-one NCC(CN1N=CC2=C1CN(C2=O)C(C)(C)C)=CF